OC(CCCC(=O)O)C 3-(2-hydroxypropyl)propionic acid